CN1CC2=C(C=C(C=C2CC1)C=1C=C2C(=NC1)NC=C2C)C2NCCC2 2-(2-methyl-6-(3-methyl-1H-pyrrolo[2,3-b]pyridin-5-yl)-1,2,3,4-tetrahydroisoquinoline-8-yl)pyrrolidine